N-tert-Butyloxycarbonyl-3-hydroxy-8-azabicyclo[3.2.1]octane C(C)(C)(C)OC(=O)N1C2CC(CC1CC2)O